CC1=CC(=CC=C1)/C(=C\S(=O)(=O)C1=CC=C(C)C=C1)/S(=O)C1=CC=C(C=C1)C (E)-1-Methyl-3-(1-(p-tolylsulfinyl)-2-tosylvinyl)benzene